C(C)(C)(C)OC(=O)N1[C@@H](CN([C@H](C1)C)C=1C=2N=C(N(C2N(C(N1)=O)C)C([2H])([2H])[2H])CCl)C.NCCC[Si](OCC)(OCC)C r-aminopropyl-methyl-diethoxysilane tert-butyl-(2R,5S)-4-(8-(chloromethyl)-3-methyl-9-(methyl-d3)-2-oxo-3,9-dihydro-2H-purin-6-yl)-2,5-dimethylpiperazine-1-carboxylate